3-(4-(3-((1-((4-aminopiperidin-1-yl)sulfonyl)piperidin-4-yl)oxy)prop-1-yn-1-yl)-3-methyl-2-oxo-2,3-dihydro-1H-benzo[d]imidazol-1-yl)piperidine-2,6-dione NC1CCN(CC1)S(=O)(=O)N1CCC(CC1)OCC#CC1=CC=CC=2N(C(N(C21)C)=O)C2C(NC(CC2)=O)=O